N-[6,6-Dimethyl-11-oxo-8-((2R,3R)-2,3,4-trihydroxy-butoxy)-6,11-dihydro-5H-benzo[b]carbazole-3-carbonyl]-benzenesulfonamide CC1(C2=C(C(C=3C4=CC=C(C=C4NC13)C(=O)NS(=O)(=O)C1=CC=CC=C1)=O)C=CC(=C2)OC[C@H]([C@@H](CO)O)O)C